C1(CCCCC1)C[C@H](C(=O)N1CC(C(CC1)(O)CN1C=NC(=CC1=O)C1=CC=NN1)(C)C)C 3-((1-((R)-3-cyclohexyl-2-methylpropionyl)-4-hydroxy-3,3-dimethylpiperidin-4-yl)methyl)-6-(1H-pyrazol-5-yl)pyrimidin-4(3H)-one